ClC1=NC=CC(=N1)C=1C(=NC=CC1)N 3-(2-chloropyrimidin-4-yl)pyridin-2-amine